N[C@H](C=1OC2=C(N1)C=C(C=C2)[C@@H](COC)C=2C(NC=C(C2)F)=O)C2CCC(CC2)F 3-((R)-1-(2-((S)-Amino((1r,4S)-4-fluorocyclohexyl)methyl)benzo[d]-oxazol-5-yl)-2-methoxyethyl)-5-fluoropyridin-2(1H)-one